1-(benzenesulfonyl)-3-bromo-1H-pyrrole-2-carboxylic acid benzyl ester C(C1=CC=CC=C1)OC(=O)C=1N(C=CC1Br)S(=O)(=O)C1=CC=CC=C1